CC(CC)CCCCCCCCCC 3-Methyltridecan